1-cyclopropyl-5-(2-(3-fluoro-3-methylazetidin-1-yl)-2-oxoethyl)-3-(4-fluoro-3-methylphenyl)-1H-pyrrolo[3,2-c]pyridin-4(5H)-one C1(CC1)N1C=C(C=2C(N(C=CC21)CC(=O)N2CC(C2)(C)F)=O)C2=CC(=C(C=C2)F)C